6-phenylnaphthalene C1(=CC=CC=C1)C=1C=C2C=CC=CC2=CC1